3-{2-[2-(trifluoromethyl)pyridin-3-yl]Propyl}piperidine-1-carboxylic acid tert-butyl ester C(C)(C)(C)OC(=O)N1CC(CCC1)CC(C)C=1C(=NC=CC1)C(F)(F)F